BrC=1C(=C(CCC2=NC(=CC(=C2)C)N2C(=CC=C2C)C)C=C(C1)F)F 2-(3-bromo-2,5-difluorophenethyl)-6-(2,5-dimethyl-1H-pyrrol-1-yl)-4-methylpyridine